CC=1C=CC=2N(N1)C(=C(N2)C=2C=NC=CC2)C(=O)OCC Ethyl 6-methyl-2-pyridin-3-ylimidazo[1,2-b]pyridazine-3-carboxylate